6-formyl-pterin C(=O)C=1N=C2C(NC(=NC2=NC1)N)=O